4-MercaptoPyridine SC1=CC=NC=C1